ClC1=CC=C(C=C1)C1=CC=C(C=C1)C=1C2=CC=CC=C2C=2C=CC=CC2C1 9-(4'-chloro[1,1'-biphenyl]-4-yl)phenanthrene